C(C)(C)(C)OC(=O)N1CCC(CC1)(CO)C#N 4-cyano-4-(hydroxymethyl)piperidine-1-carboxylic acid tert-butyl ester